C1(=CC=CC=C1)C1=C[SiH2]C=C1C1=CC=CC=C1 3,4-diphenylsilole